C(C)(=O)N1[C@H]([C@@H]([C@H](C2=CC(=CC=C12)C(=O)NC1CCOCC1)NC1=NC=CC=N1)C)C1CC1 (2S,3R,4R)-1-acetyl-2-cyclopropyl-3-methyl-4-(pyrimidin-2-ylamino)-N-(tetrahydro-2H-pyran-4-yl)-1,2,3,4-tetrahydroquinoline-6-carboxamide